trifluoroethane-1-one FC(C=O)(F)F